bromo-5-(2,5-dimethyl-3,4-dihydro-1H-isoquinolin-7-yl)pyrazin-2-amine BrC=1C(=NC=C(N1)C1=CC(=C2CCN(CC2=C1)C)C)N